COC(C(C1=CC(=CC=C1)F)N1C(C2=CC(=CC=C2C1)Br)=O)=O (6-bromo-1-oxo-isoindolin-2-yl)-2-(3-fluorophenyl)acetic acid methyl ester